N1-allyl-2-nitrobenzene-1,4-diamine C(C=C)NC1=C(C=C(C=C1)N)[N+](=O)[O-]